1-(imidazo[1,2-a]pyridin-3-ylmethyl)indoline-6-carboxylic acid methyl ester COC(=O)C1=CC=C2CCN(C2=C1)CC1=CN=C2N1C=CC=C2